methyl 3-(7-chloro-4-(1H-imidazol-1-yl)quinolin-2-yl)benzoate ClC1=CC=C2C(=CC(=NC2=C1)C=1C=C(C(=O)OC)C=CC1)N1C=NC=C1